BrC1=CC(=C(C=C1)NC1=C(C2=C(N(C=N2)C)C=C1C(=O)NOCCO)F)Cl 5-((4-bromo-2-chlorophenyl)amino)-4-fluoro-N-(2-hydroxyethoxy)-1-methyl-1H-benzo[d]imidazole-6-carboxamide